NC1=NC=C(C(=O)N2C(CC2)C(=O)NC=2SC=C(N2)C2=CC(=CC=C2)C2=CC=NC=C2)C=C1 1-(6-Aminonicotinoyl)-N-(4-(3-(pyridin-4-yl)phenyl)thiazol-2-yl)azetidine-2-carboxamide